COC1=CC=C(C(=O)NC=2C=C3CCC(OC3=CC2)C(=O)NOC2OCCCC2)C=C1 6-(4-Methoxybenzamido)-N-((tetrahydro-2H-pyran-2-yl)oxy)chromane-2-carboxamide